2-[2-(2-{4-[(2-{3-[(4-methanesulfonyl-2-methoxyphenyl)amino]prop-1-yn-1-yl}-1-(2,2,2-trifluoroethyl)-1H-indol-4-yl)amino]piperidin-1-yl}ethoxy)ethoxy]ethan-1-ol CS(=O)(=O)C1=CC(=C(C=C1)NCC#CC=1N(C2=CC=CC(=C2C1)NC1CCN(CC1)CCOCCOCCO)CC(F)(F)F)OC